ClC=1C=C(C=C(C1OCCCl)C#N)C(C)(C)C1=CC=C(OCC2=NC(=NC=C2)N2CCC3(CCN(CC3)C(=O)OC(C)(C)C)CC2)C=C1 tert-butyl 9-(4-((4-(2-(3-chloro-4-(2-chloroethoxy)-5-cyanophenyl)propan-2-yl)phenoxy)methyl)pyrimidin-2-yl)-3,9-diazaspiro[5.5]undecane-3-carboxylate